C(N)=N Methanimidamide